CC1CNCCC1C1=CC(=C(C=C1)C)C(F)(F)F 3-methyl-4-(4-methyl-3-(trifluoromethyl)phenyl)piperidine